CC=1C=C(C=C(C1)C)NC(=O)C1=CN=C(O1)C1=CC(=CC=C1)C1=CC(=NN1)C(NC(CC)CC)=O N-(3,5-dimethylphenyl)-2-(3-(3-(pentan-3-ylcarbamoyl)-1H-pyrazol-5-yl)phenyl)oxazole-5-carboxylic acid amide